4,6-dichloro-3-methyl-1-(tetrahydropyran-2-yl)pyrazolo[3,4-d]Pyrimidine ClC1=C2C(=NC(=N1)Cl)N(N=C2C)C2OCCCC2